C1=CC2=C(C=C1O)NC=N2 The molecule is a member of the class of benzimidazoles that is 1H-benzimidazole carrying a single hydroxy substituent at position 5. It has a role as a human metabolite, a rat metabolite and a bacterial metabolite. It is a member of benzimidazoles and a member of phenols. It derives from a hydride of a 1H-benzimidazole.